BrC1=CC=CC=2C(OC(NC21)=O)=O 8-bromo-1H-3,1-benzoxazine-2,4-dione